3-aminoquinolin NC=1C=NC2=CC=CC=C2C1